C(C)(C)(C)OC([C@H](COC=1C=C2C=CC(=NC2=CC1)N(CCCNC(=O)OC(C)(C)C)CC1CN(C1)C(=O)OC(C)(C)C)ON1C(C2=CC=CC=C2C1=O)=O)=O tert-butyl (S)-3-(((6-(3-(tert-butoxy)-2-((1,3-dioxoisoindolin-2-yl)oxy)-3-oxo-propoxy)quinolin-2-yl)(3-((tert-butoxycarbonyl)amino)propyl)amino)-methyl)azetidine-1-carboxylate